(2-fluoroethyl)-3-methylpiperidine-3-carboxylic acid 2-fluoroethyl ester FCCOC(=O)C1(CN(CCC1)CCF)C